N-(1,3-dihydroxy-2-methylpropan-2-yl)-2-methyl-5-(pyridin-2-ylmethoxy)benzofuran OCC(CO)(C)N1C(C=CC=C1)COC=1C=CC2=C(C=C(O2)C)C1